C[Si](CC(C1=CC=C(C=C1)OC)C1=CC=NC=C1)(C1=CC=CC=C1)C 4-(2-(dimethyl-(phenyl)silyl)-1-(4-methoxyphenyl)ethyl)pyridine